2,6-diisopropyl-4-bromoaniline C(C)(C)C1=C(N)C(=CC(=C1)Br)C(C)C